FC(N1N=C(N=N1)[C@H](N1CCN(CC1)C(=O)C1=NC=CC(=C1)C=1OC2=C(N1)C=C(C=C2)C=2N(C=CN2)C)C2=CC=CC=C2)F |r| (R/S)-(4-((2-(difluoromethyl)-2H-tetrazol-5-yl)(phenyl)methyl)piperazin-1-yl)(4-(5-(1-methyl-1H-imidazol-2-yl)benzo[d]oxazol-2-yl)pyridin-2-yl)methanone